COC1CN(CC1)C=1OC2=C(N1)C=C(C=C2)NC(=O)C=2C=CC1=C(CCO1)C2 2,3-dihydro-benzofuran-5-carboxylic acid [2-(3-methoxy-pyrrolidin-1-yl)-benzooxazol-5-yl]-amide